ClC1=CC=C(C=C1)C(C(N1CC2(C3=CC=C(C=C13)OC(F)(F)F)CC2)=O)NC=2C=C(C=C(C2)OC)C(C)=NOC=CC(=O)NS(=O)(=O)C 3-(((1-(3-((1-(4-chlorophenyl)-2-oxo-2-(6'-(trifluoromethoxy)spiro[cyclopropane-1,3'-indolin]-1'-yl)ethyl)amino)-5-methoxyphenyl)ethylidene)amino)oxy)-N-(methylsulfonyl)propenamide